2-(Cyclohex-1-en-1-ylmethyl)-2-(phenylselenyl)malonate C1(=CCCCC1)CC(C(=O)[O-])(C(=O)[O-])[Se]C1=CC=CC=C1